Ethyl-2-((4-methyl-2-nitro-6-oxo-4,6-dihydrothieno[2,3-c]furan-3-yl)(1-phenyl-1H-indol-6-yl)amino)-2-oxoacetate C(C)OC(C(=O)N(C1=CC=C2C=CN(C2=C1)C1=CC=CC=C1)C1=C(SC=2C(OC(C21)C)=O)[N+](=O)[O-])=O